racemic-1-(((3-butyl-5-(4-fluorophenyl)-7-(methylthio)-1,1-dioxido-2,3,4,5-tetrahydro-1,2,5-benzothiadiazepin-8-yl)oxy)methyl)cyclopropane-1-carboxylic acid C(CCC)[C@H]1NS(C2=C(N(C1)C1=CC=C(C=C1)F)C=C(C(=C2)OCC2(CC2)C(=O)O)SC)(=O)=O |r|